cadmium sulfide tungsten [W+4].[S-2].[Cd+2].[S-2].[S-2]